3-(hydroxymethyl)benzamide OCC=1C=C(C(=O)N)C=CC1